3-[5-[[(2S,4S)-2-methyl-4-piperidyl]oxy]-1-oxo-isoindolin-2-yl]piperidine-2,6-dione C[C@@H]1NCC[C@@H](C1)OC=1C=C2CN(C(C2=CC1)=O)C1C(NC(CC1)=O)=O